7-[(3S)-3-ethylpiperazin-1-yl]-9-fluoro-2-{8-fluoro-2-methylimidazo[1,2-a]pyridin-6-yl}-4H-pyrido[1,2-a][1,3,5]triazin-4-one C(C)[C@H]1CN(CCN1)C=1C=C(C=2N(C(N=C(N2)C=2C=C(C=3N(C2)C=C(N3)C)F)=O)C1)F